N-(5-cyano-6-(2H-1,2,3-triazol-2-yl)pyridin-3-yl)-1-(isoquinolin-4-yl)-5-(trifluoromethyl)-1H-pyrazole-4-carboxamide C(#N)C=1C=C(C=NC1N1N=CC=N1)NC(=O)C=1C=NN(C1C(F)(F)F)C1=CN=CC2=CC=CC=C12